FC(C1=NC(=NS1)CC1CC2(CN(C2)C(=O)OC(C)(C)C)C1)(F)F tert-butyl 6-[[5-(trifluoromethyl)-1,2,4-thiadiazol-3-yl]methyl]-2-azaspiro[3.3]heptane-2-carboxylate